ClC1=CC=C(C=C1)NC(=O)N[C@@H]1C(NC[C@H]1C1=CC=C(C=C1)OC)=O |o1:11,15| (-)-1-(4-chlorophenyl)-3-[(3S*,4R*)-4-(4-methoxyphenyl)-2-oxopyrrolidin-3-yl]urea